FC=1C(=C(C=CC1F)C(=O)N1CC(C1)(O)[C@H]1NCCCC1)NC1=C(C=C(C=C1)I)F 1-({3,4-difluoro-2-[(2-fluoro-4-iodophenyl)amino]phenyl}carbonyl)-3-[(2S)-piperidin-2-yl]-azetidin-3-ol